FC(F)C1=NC=CC(=C1)N (difluoromethyl)pyridin-4-amine